C(\C=C/[2H])([2H])CC(C(=O)O)=O.NC1=NC=NC2=C(C=CC=C12)C=1C=NN(C1)C=1C=C(C=CC1C)NC(=O)N1CC(CC1)OC(F)(F)F N-(3-(4-(4-aminoquinazolin-8-yl)-1H-pyrazol-1-yl)-4-methylphenyl)-3-(trifluoromethoxy)pyrrolidine-1-carboxamide (Z)-allyl-1,3-d2-oxopropanoate